CN(C1=NN2C(C(=N1)N)=NC=C2CC=2C=NC(=C(C2)C)N2CCNCC2)CCC N2-Methyl-7-((5-methyl-6-(piperazin-1-yl)pyridin-3-yl)methyl)-N2-propylimidazo[2,1-f][1,2,4]-triazin-2,4-diamin